Benzhydryl (3R,5R,6R)-3-((R)-3-((tert-butoxycarbonyl)amino)-2-oxopyrrolidin-1-yl)-7-oxo-6-(2-phenylacetamido)-4-thia-1-azabicyclo[3.2.0]heptane-3-carboxylate C(C)(C)(C)OC(=O)N[C@H]1C(N(CC1)[C@@]1(CN2C([C@H]([C@H]2S1)NC(CC1=CC=CC=C1)=O)=O)C(=O)OC(C1=CC=CC=C1)C1=CC=CC=C1)=O